CN(C(CN(CCC(C(=O)O)NC1=C2C(=NC=N1)N(N=C2)C)CCCCC2=NC=1NCCCC1C=C2)=O)C 4-((2-(dimethylamino)-2-oxoethyl)(4-(5,6,7,8-tetrahydro-1,8-naphthyridin-2-yl)butyl)amino)-2-((1-methyl-1H-pyrazolo[3,4-d]pyrimidin-4-yl)amino)butanoic acid